NC=1N=C(C2=C(N1)C=CS2)C=2C=NN(C2)CC2=CC=CC(=N2)C(C)C 2-(6-((4-(2-Aminothieno[3,2-d]pyrimidin-4-yl)-1H-pyrazol-1-yl)methyl)pyridin-2-yl)propan